3-((1S,2S)-2-(6-(2,4-dimethoxypyrimidin-5-yl)imidazo[1,2-b]pyridazin-8-yl)cyclopropyl)-2-fluorobenzonitrile COC1=NC=C(C(=N1)OC)C=1C=C(C=2N(N1)C=CN2)[C@@H]2[C@H](C2)C=2C(=C(C#N)C=CC2)F